tert-butyl (S)-2-(1-amino-5-carbamoyl-4-(4-((4-fluoropyridin-2-yl)carbamoyl)phenyl)-1H-imidazol-2-yl)piperidine-1-carboxylate NN1C(=NC(=C1C(N)=O)C1=CC=C(C=C1)C(NC1=NC=CC(=C1)F)=O)[C@H]1N(CCCC1)C(=O)OC(C)(C)C